C(C)(C)(C)OC(=O)N(CC1CC(C1)(F)F)CC=1N(C2=CC(=CC=C2C1)C#N)C(=O)OC(C)(C)C Tert-butyl 2-(((tert-butoxycarbonyl) ((3,3-difluorocyclobutyl) methyl) amino) methyl)-6-cyano-1H-indole-1-carboxylate